ClC1=C(COC=2C=C3CCC(C3=CC2C)=O)C(=CC=C1)Cl 5-((2,6-dichlorobenzyl)oxy)-6-methyl-2,3-dihydro-1H-inden-1-one